ClC1=CC(=C(C=C1F)[C@H](NC(=O)[C@@H]1N([C@@H]2C[C@@H]2C1)C(=O)C1=CC(=NC=C1)C(F)F)C1COC1)F (1R,3R,5R)-N-((R)-(4-chloro-2,5-difluorophenyl)(3-oxetanyl)methyl)-2-((2-(difluoromethyl)-4-pyridinyl)carbonyl)-2-azabicyclo[3.1.0]hexane-3-carboxamide